ClC=1C(NC(=NC1)C(=O)NC[C@](CC1=CC=C(C=C1)F)(C)C1CC1)=O (S)-5-Chloro-N-[2-cyclopropyl-3-(4-fluorophenyl)-2-methylpropyl]-4-oxo-3H-pyrimidine-2-carboxamide